Tetra-n-butylphosphonium chlorid [Cl-].C(CCC)[P+](CCCC)(CCCC)CCCC